tert-butyl ((1-(5-chloro-4-cyano-1-methyl-6-oxo-1,6-dihydropyrimidin-2-yl)-4-methylpiperidin-4-yl)methyl)carbamate ClC1=C(N=C(N(C1=O)C)N1CCC(CC1)(C)CNC(OC(C)(C)C)=O)C#N